1-Isobutyl-6-(4-nitro-1-(tetrahydro-2H-pyran-2-yl)-1H-pyrazol-3-yl)-1H-pyrazolo[4,3-c]pyridine C(C(C)C)N1N=CC=2C=NC(=CC21)C2=NN(C=C2[N+](=O)[O-])C2OCCCC2